(S)-9-fluoro-2-(8-fluoro-2-methylimidazo[1,2-a]pyridine-6-yl)-7-(3-methylpiperazin-1-yl)-4H-pyrido[1,2-a][1,3,5]triazin-4-one FC1=CC(=CN2C1=NC(=NC2=O)C=2C=C(C=1N(C2)C=C(N1)C)F)N1C[C@@H](NCC1)C